C(#N)[C@H](C[C@H]1C(NCC1)=O)NC([C@H](CC1CCCCC1)NC(OCC1=CC(=CC=C1)Cl)=O)=O 1-(3-chlorophenyl)methyl [(2S)-1-({(1S)-1-cyano-2-[(3S)-2-oxopyrrolidin-3-yl]ethyl}amino)-3-cyclohexyl-1-oxopropan-2-yl]carbamate